tert-butyl (2R,5S)-2,5-dimethylpiperazine-1-carboxylate ((2R,5S)-tert-butyl 2,5-dimethylpiperazine-1-carboxylate) C(C)(C)(C)[C@]1(N(C[C@@H](NC1)C)C(=O)O)C.C[C@H]1N(C[C@@H](NC1)C)C(=O)OC(C)(C)C